C(C)(C)(C)OC(=O)N(C1=C([N+](=CC2=C(C=CC=C12)C1=NC=NC=C1F)[O-])C(N(CCC)C(=O)OC(C)(C)C)=O)C(=O)OC(C)(C)C 4-(bis(tert-butoxycarbonyl)amino)-3-((tert-butoxycarbonyl)(propyl)carbamoyl)-8-(5-fluoropyrimidin-4-yl)isoquinoline 2-oxide